C(C)(C)(C)OC(=O)N1[C@@H](CCC1)CCCCC(=O)OC (R)-2-(5-methoxy-5-oxopentyl)pyrrolidine-1-carboxylic acid tert-butyl ester